ClC=1C=C(C=C(C1)Cl)S(=O)(=O)NC=1C(=C(C(=CC1)F)C=1C=C2C=NC(=NC2=CC1)NC(C(C)(C)C)=O)F N-(6-(3-((3,5-dichlorophenyl)sulfonamido)-2,6-difluorophenyl)quinazolin-2-yl)pivalamide